(1R,2S,5S)-3-(diphenylcarbamoyl)-8-(methyl-(4-propylbenzyl)carbamoyl)-3,8-diazabicyclo[3.2.1]octane-2-carboxylic acid C1(=CC=CC=C1)N(C(=O)N1[C@@H]([C@H]2CC[C@@H](C1)N2C(N(CC2=CC=C(C=C2)CCC)C)=O)C(=O)O)C2=CC=CC=C2